COC(/C(/C1=C(C=CC=C1)C)=N/OC)=O (E)-2-(methoxyimino)-2-(o-tolyl)acetic acid methyl ester